5-(1-(((1-methyl-1H-pyrazol-5-yl)methyl)amino)-2,3,4,9-tetrahydro-1H-carbazol-6-yl)isoindolin CN1N=CC=C1CNC1CCCC=2C3=CC(=CC=C3NC12)C=1C=C2CNCC2=CC1